C1=CC=CC=2C3=CC=CC=C3C(C12)COC(=O)N[C@@H]([C@@H](C)CC)C(=O)OC[C@H]1O[C@H]([C@@H]([C@@H]1O)O)N1N=CC(NC1=O)=O ((2R,3S,4R,5R)-5-(3,5-Dioxo-4,5-Dihydro-1,2,4-Triazin-2(3H)-yl)-3,4-Dihydroxytetrahydrofuran-2-yl)Methyl (((9H-Fluoren-9-yl)Methoxy)Carbonyl)-L-Isoleucinate